5-(2-(3-(1-(cyclopropylamino)ethyl)-5-methoxyphenylamino)-5-methylpyrimidin-4-ylamino)benzo[d]oxazol-2(3H)-one C1(CC1)NC(C)C=1C=C(C=C(C1)OC)NC1=NC=C(C(=N1)NC=1C=CC2=C(NC(O2)=O)C1)C